α-tert-butylglycine C(C)(C)(C)C(N)C(=O)O